6-fluoro-2,3-dihydrobenzo[b][1,4]dioxine-5-carbohydrazide FC1=C(C2=C(OCCO2)C=C1)C(=O)NN